CN(C1CC2=C(N(N=C2CC1)C1=NC=CC=C1)O)CC1=CC=C(C=C1)C(F)(F)F 5-[methyl-(4-trifluoromethylbenzyl)amino]-2-pyridin-2-yl-4,5,6,7-tetrahydro-2H-indazol-3-ol